BrC1=NC=C(C(=C1)I)OC1=C(C=CC=C1C)C 2-bromo-5-(2,6-dimethylphenoxy)-4-iodopyridine